3-((3,5-dimethyl-4-(4-methylpiperazin-1-yl)phenyl)amino)-N,N-dimethylquinoline-2,7-dicarboxamide CC=1C=C(C=C(C1N1CCN(CC1)C)C)NC=1C(=NC2=CC(=CC=C2C1)C(=O)N)C(=O)N(C)C